1-(4-fluorophenyl)-5-(methylsulfonyl)-1H-pyrazole-3-carboxylic acid FC1=CC=C(C=C1)N1N=C(C=C1S(=O)(=O)C)C(=O)O